BrC(C(=O)NC1=NC=C(C=C1)OCC=1OC=CN1)C 2-bromo-N-(5-(oxazol-2-ylmethoxy)pyridin-2-yl)propanamide